trityl-silylamine C(C1=CC=CC=C1)(C1=CC=CC=C1)(C1=CC=CC=C1)N[SiH3]